5-cyano-4-[5-[(3,4-difluorophenyl)methylcarbamoyl]-2-thienyl]-2-[2-(4-fluorophenyl)ethyl]-6-(isopropylamino)pyridine-3-carboxylic acid C(#N)C=1C(=C(C(=NC1NC(C)C)CCC1=CC=C(C=C1)F)C(=O)O)C=1SC(=CC1)C(NCC1=CC(=C(C=C1)F)F)=O